OCTADIENAL CCC/C=C/C=C/C=O